(((S)-3-(methoxymethyl)-1,2,3,5,6,7-hexahydro-s-indacen-4-yl)carbamoyl)-2,3-dihydropyrazolo[5,1-b]oxazole-7-sulfonimidamide COC[C@H]1CCC2=CC=3CCCC3C(=C12)NC(=O)C1CN2C(O1)=C(C=N2)S(=O)(N)=N